COC(=O)[C@@H]1O[C@]([C@H]([C@H]1C1=C(C(=C(C=C1)F)F)OC)C)(C(F)(F)F)C (2r,3s,4s,5r)-3-(3,4-difluoro-2-methoxy-phenyl)-4,5-dimethyl-5-(trifluoromethyl)tetrahydrofuran-2-carboxylic acid methyl ester